nitrogen dimethylamide C[N-]C.[N+3].C[N-]C.C[N-]C